6-{1,5-dimethyl-4-[methyl-(phenyl)carbamoyl]-1H-pyrrol-2-yl}-7-{[(3R)-3-methyl-3,4-dihydroisoquinolin-2(1H)-yl]carbonyl}-3,4-dihydroisoquinolin-2(1H)-carboxylic acid phenyl ester C1(=CC=CC=C1)OC(=O)N1CC2=CC(=C(C=C2CC1)C=1N(C(=C(C1)C(N(C1=CC=CC=C1)C)=O)C)C)C(=O)N1CC2=CC=CC=C2C[C@H]1C